FC1CC2(C1)C[C@H](N(CC2)CC2=C1C=CNC1=C(C=C2OC)C)C2=CC=C(C(=O)O)C=C2 (S)-4-(2-fluoro-7-((5-methoxy-7-methyl-1H-indol-4-yl)methyl)-7-azaspiro[3.5]nonan-6-yl)benzoic acid